BrC1=NC=CC(=C1)NCC=1N=C2N(C=C(C=C2COCC(OCC)OCC)C2CC2)C1 2-bromo-N-((6-cyclopropyl-8-((2,2-diethoxyethoxy)methyl)imidazo[1,2-a]pyridin-2-yl)methyl)pyridin-4-amine